2-Fluoro-3-methoxybenzenesulfonyl chloride ((2-hydroxyethyl)azanediyl)bis(hexane-6,1-diyl) bis(6,6-bis(oct-3-yn-1-yloxy)hexanoate) C(CC#CCCCC)OC(CCCCC(=O)OCCCCCCN(CCCCCCOC(CCCCC(OCCC#CCCCC)OCCC#CCCCC)=O)CCO)OCCC#CCCCC.FC1=C(C=CC=C1OC)S(=O)(=O)Cl